5-Chloro-3-(4,4,5,5-tetramethyl-1,3,2-dioxaborolan-2-yl)-1-tosyl-1H-pyrrolo[2,3-b]pyridine ClC=1C=C2C(=NC1)N(C=C2B2OC(C(O2)(C)C)(C)C)S(=O)(=O)C2=CC=C(C)C=C2